FC1=C(C=C(C=C1)F)C1=C(C(=NC=C1)C1COCC1)NC(=O)C=1C=NC(=NC1)C(C)C N-(4-(2,5-difluorophenyl)-2-(tetrahydrofuran-3-yl)pyridin-3-yl)-2-isopropylpyrimidine-5-carboxamide